C(C)(C)(C)OC(=O)NC1=C(C(=O)[O-])C=C(C=C1)C ((tert-Butoxycarbonyl) amino)-5-methylbenzoate